(3S,4S)-8-(9-((2,3-difluorophenyl)ethynyl)-7H-imidazo[1,2-c]pyrazolo[4,3-e]pyrimidin-5-yl)-3-methyl-2-oxa-8-azaspiro[4.5]decan-4-amine FC1=C(C=CC=C1F)C#CC1=NNC2=C1C=1N(C(=N2)N2CCC3([C@@H]([C@@H](OC3)C)N)CC2)C=CN1